2-Ethyl-3,6-dimethyl-4-butoxy-phenol C(C)C1=C(C(=CC(=C1C)OCCCC)C)O